ClC1=C(C=NC=C1)CCO 2-(4-chloropyridin-3-yl)ethan-1-ol